tert-Butyl 4-(4-fluoro-1-{[6-(trifluoromethyl)pyridin-3-yl]methyl}-1H-indazol-3-yl)piperidine-1-carboxylate FC1=C2C(=NN(C2=CC=C1)CC=1C=NC(=CC1)C(F)(F)F)C1CCN(CC1)C(=O)OC(C)(C)C